FC=1C=C(C=CC1F)C1(OC(=C(C1=O)O)N)C 2-(3,4-difluorophenyl)-2-methyl-4-hydroxy-5-amino-3(2H)-furanone